C(/C1=CC=CC=C1)=C/1\C(N(N=C1C)C1=CC(=CC=C1)Br)=O (E)-4-benzylidene-2-(3-bromophenyl)-5-methyl-2,4-dihydro-3H-pyrazol-3-one